3-((5-(5-(difluoromethyl)-1,3,4-oxadiazole-2-yl)pyridine-2-yl)methyl)-1-(2-(piperidine-1-yl)ethyl)quinazoline-2,4(1H,3H)-dione FC(C1=NN=C(O1)C=1C=CC(=NC1)CN1C(N(C2=CC=CC=C2C1=O)CCN1CCCCC1)=O)F